3-methylpentanedioate CC(CC(=O)[O-])CC(=O)[O-]